(1R)-1-[8-(4,4-difluoropiperidin-1-yl)-2-[[6-[2-(dimethylamino)ethyl]-7,8-dihydro-5H-1,6-naphthyridin-2-yl]amino]pyrido[3,4-d]pyrimidin-6-yl]ethanol FC1(CCN(CC1)C1=NC(=CC2=C1N=C(N=C2)NC2=NC=1CCN(CC1C=C2)CCN(C)C)[C@@H](C)O)F